2-(4-nitrophenoxymethyl)pyridine [N+](=O)([O-])C1=CC=C(OCC2=NC=CC=C2)C=C1